(R)-(3-Aminopiperidin-1-yl)(2-(1-ethyl-5-fluoro-1H-indol-2-yl)-3-methylimidazo[1,2-a]pyridin-7-yl)methanone N[C@H]1CN(CCC1)C(=O)C1=CC=2N(C=C1)C(=C(N2)C=2N(C1=CC=C(C=C1C2)F)CC)C